methyl 5,6,7,8-tetrahydronaphthalene-2-carboxylate C1=C(C=CC=2CCCCC12)C(=O)OC